CC=1C(=NC(=NC1)NC1CCC(CC1)N)C1=CN=C2N1C=C(C=C2)C2=CC=CC=C2 (1r,4r)-N1-(5-Methyl-4-(6-phenylimidazo[1,2-a]pyridin-3-yl)pyrimidin-2-yl)cyclohexane-1,4-diamine